(2R,3S,5R)-5-(6-amino-2-fluoro-9H-purin-9-yl)-2-ethynyl-2-((pentanoyloxy)methyl)tetra-hydrofuran-3-yl tridecanoate C(CCCCCCCCCCCC)(=O)O[C@@H]1[C@](O[C@H](C1)N1C2=NC(=NC(=C2N=C1)N)F)(COC(CCCC)=O)C#C